BrC1=CC=C(C=C1)N(CCN1CC(C1)O)C 1-(2-((4-Bromophenyl)(methyl)amino)ethyl)azetidin-3-ol